C(C)C1=NN2C(N(C3=C(C2=O)CN(C3=O)C[C@H]3N(CCOC3)C(=O)OC(C)(C)C)CC(=O)NC3=NC=C(C=C3)F)=C1 tert-butyl (3R)-3-{[2-ethyl-4-{2-[(5-fluoropyridin-2-yl)amino]-2-oxoethyl}-5,8-dioxo-5,8-dihydro-4H-pyrazolo[1,5-a]pyrrolo[3,4-d]pyrimidin-6(7H)-yl]methyl}morpholine-4-carboxylate